COC1=CC=CC=2N(C(NC21)=O)C2CCC(CC2)C(=O)NC2=CC=C(C=C2)OC 4-(4-methoxy-2-oxo-2,3-dihydro-1H-1,3-benzodiazol-1-yl)-N-(4-methoxyphenyl)cyclohexane-1-carboxamide